FC1=NC(=CC(=C1)N(C=1SC(=C(N1)C(=O)NC1C(CC1)(C)C)C)C(C(C)S(=O)(=O)C)=O)F 2-[(2,6-difluoro-4-pyridinyl)-(2-methylsulfonylpropionyl)amino]-N-(2,2-dimethylcyclobutyl)-5-methyl-thiazole-4-carboxamide